1-(4-(piperidin-4-yl)benzyl)dihydropyrimidine-2,4(1H,3H)-dione N1CCC(CC1)C1=CC=C(CN2C(NC(CC2)=O)=O)C=C1